Ethyl 4-(5,6-dihydro-11H-benzo[5,6]cyclohepta[1,2-b]pyridin-11-ylidene)piperidine-1-carboxylate N1=C2C(=CC=C1)CCC1=C(C2=C2CCN(CC2)C(=O)OCC)C=CC=C1